1-[8-(4-piperidyl)imidazo[1,2-a]pyridin-3-yl]hexahydropyrimidine-2,4-dione N1CCC(CC1)C=1C=2N(C=CC1)C(=CN2)N2C(NC(CC2)=O)=O